1-(6-{[4-Methyl-6-((3S)-pyrrolidin-3-yloxy)pyridin-2-yl]amino}-[1,3]thiazolo[5,4-c]pyridin-2-yl)piperidin-4-ol CC1=CC(=NC(=C1)O[C@@H]1CNCC1)NC1=CC2=C(C=N1)SC(=N2)N2CCC(CC2)O